4-methyl-6-(4-methyl-1H-imidazol-1-yl)pyridine-3-carbaldehyde CC1=C(C=NC(=C1)N1C=NC(=C1)C)C=O